4-(2,5-dimethylphenyl-(piperazine-1-sulfonyl)phenyl)-1-(pyridin-3-ylmethyl)urea CC1=C(C=C(C=C1)C)C=1C(=C(C=CC1)C1=C(C=NC=C1)CNC(=O)N)S(=O)(=O)N1CCNCC1